5-cyclopropyl-2-((5-phenylnaphthalen-2-yl)amino)nicotinic acid C1(CC1)C=1C=NC(=C(C(=O)O)C1)NC1=CC2=CC=CC(=C2C=C1)C1=CC=CC=C1